tert-Butyl 4-[4-[2-(3-aminophenyl)ethyl]phenoxy]piperidine-1-carboxylate NC=1C=C(C=CC1)CCC1=CC=C(OC2CCN(CC2)C(=O)OC(C)(C)C)C=C1